BrC1=C(OCC(=O)O)C(=CC(=C1)Cl)C=O (2-BROMO-4-CHLORO-6-FORMYLPHENOXY)ACETIC ACID